1-(2-fluorophenyl)-N-[(1R)-1-[5-[4-(methylaminomethyl)-3-bicyclo[4.2.0]octa-1,3,5-trienyl]-2-thienyl]ethyl]-6-oxo-pyridine-3-carboxamide FC1=C(C=CC=C1)N1C=C(C=CC1=O)C(=O)N[C@H](C)C=1SC(=CC1)C=1C=C2CCC2=CC1CNC